OCCCN(C1=CC=C(C=O)C=C1)C 4-((3-hydroxypropyl)(methyl)amino)benzaldehyde